1-(2-amino-4-methylphenyl)ethan-1-one NC1=C(C=CC(=C1)C)C(C)=O